4-bromo-6-methyl-1-(4-methylbenzenesulfonyl)-2-[1-(trifluoromethyl)pyrazol-4-yl]pyrrolo[2,3-c]pyridin-7-one BrC=1C2=C(C(N(C1)C)=O)N(C(=C2)C=2C=NN(C2)C(F)(F)F)S(=O)(=O)C2=CC=C(C=C2)C